(R)-N-((S)-1-(4-(methylthio)phenyl)ethyl)-1-(2-(p-tolyl)-2H-pyrazolo[3,4-d]pyrimidin-4-yl)piperidine-3-carboxamide CSC1=CC=C(C=C1)[C@H](C)NC(=O)[C@H]1CN(CCC1)C=1C=2C(N=CN1)=NN(C2)C2=CC=C(C=C2)C